C(C)(=O)OC1=C(C(=O)O)C=C(C=C1)OC(C)=O 2,5-diacetoxybenzoic acid